(R,Z)-N-(1-(phenanthren-9-yl)-2-phenylethyl)-4-(trifluoromethyl)benzimidoyl cyanide C1=CC=CC=2C3=CC=CC=C3C(=CC12)[C@@H](CC1=CC=CC=C1)\N=C(\C1=CC=C(C=C1)C(F)(F)F)/C#N